Tert-butyl (3S)-3-[3-(5-methyl-1,3-thiazol-2-yl)-5-({(1R)-1-[2-(trifluoromethyl)pyrimidin-5-yl]ethyl}carbamoyl)phenoxy]pyrrolidine-1-carboxylate CC1=CN=C(S1)C=1C=C(O[C@@H]2CN(CC2)C(=O)OC(C)(C)C)C=C(C1)C(N[C@H](C)C=1C=NC(=NC1)C(F)(F)F)=O